4-{2-[4-(3-chloro-4-fluoro-phenylamino)-7-methoxy-quinazolin-6-yloxy]-ethyl}-6-methyl-morpholin-2-one ClC=1C=C(C=CC1F)NC1=NC=NC2=CC(=C(C=C12)OCCN1CC(OC(C1)C)=O)OC